N=1C=C(N2C=3C=CC=CC3C=3C=CC=CC3C21)CC(=O)OC(C)(C)C tert-Butyl 2-(imidazo[1,2-f]phenanthridin-3-yl)acetate